(4-methoxy-4-methylpiperidin-1-yl)-2-oxo-6-vinyl-1,2-dihydroquinoline-3-carbonitrile COC1(CCN(CC1)N1C(C(=CC2=CC(=CC=C12)C=C)C#N)=O)C